C(#N)C1=CC(=C(C=C1)C1=CC=2C(=NC=C(C2)N2N=C(C(=C2C(=O)N)C)C)N1)C (2-(4-cyano-2-methylphenyl)-1H-pyrrolo[2,3-b]pyridin-5-yl)-3,4-dimethyl-1H-pyrazole-5-carboxamide